CC1(CC=C(CC1)C1=NC(=CC=C1N)C1CC(OC(C1)(C)C)(C)CF)C 2-(4,4-dimethylcyclohexen-1-yl)-6-[2-(fluoromethyl)-2,6,6-trimethyl-tetrahydropyran-4-yl]pyridin-3-amine